O[C@H]1C[C@H](N(C[C@@H]1C)C1=CC(N(C=2C=CC(=NC12)C#N)C)=O)C 8-((2R,4S,5S)-4-hydroxy-2,5-dimethylpiperidin-1-yl)-5-methyl-6-oxo-5,6-dihydro-1,5-naphthyridine-2-carbonitrile